ClC1=C(C=NC(=C1)Cl)C(=O)NC1=C(C=CC(=C1)N1N=NC(=C1)C(NCCCN1CCOCC1)=O)N1CCN(CC1)C 4,6-dichloro-N-[2-(4-methylpiperazin-1-yl)-5-[4-(3-morpholinopropylcarbamoyl)triazol-1-yl]phenyl]pyridine-3-carboxamide